1-eicosanoyl-2-octadecanoyl-glycero-3-phospho-(1'-sn-glycerol) CCCCCCCCCCCCCCCCCCCC(=O)OC[C@H](COP(=O)(O)OC[C@H](CO)O)OC(=O)CCCCCCCCCCCCCCCCC